2-[(3,5-difluoropyridine-4-carbonyl)amino]-4-[[3-fluoro-2-methoxy-propyl]-[4-(5,6,7,8-tetrahydro-1,8-naphthyridin-2-yl)butyl]amino]butanoic acid FC=1C=NC=C(C1C(=O)NC(C(=O)O)CCN(CCCCC1=NC=2NCCCC2C=C1)CC(CF)OC)F